C(C)OC(C1=C(C=C(C=C1)C)C(C)C)OCC 1-(diethoxymethyl)-2-isopropyl-4-methylbenzene